(S)-9-(2-Methoxyphenyl)-8-oxo-2-(pyrrolidin-2-ylmethylamino)-8,9-dihydro-7H-purine COC1=C(C=CC=C1)N1C2=NC(=NC=C2NC1=O)NC[C@H]1NCCC1